N-((4-morpholino-1-(4-(trifluoromethoxy)phenyl)-1H-pyrazolo[3,4-b]pyridin-3-yl)methyl)acrylamide O1CCN(CC1)C1=C2C(=NC=C1)N(N=C2CNC(C=C)=O)C2=CC=C(C=C2)OC(F)(F)F